NC=1C=2N(C3=CC(=C(C=C3N1)Cl)C(=O)N([C@@H]1COC3=NC(=CC=C31)C(F)(F)F)C=3C=NN(C3)C)C=NC2 (S)-4-amino-7-chloro-N-(1-methyl-1H-pyrazol-4-yl)-N-(6-(trifluoromethyl)-2,3-dihydrofuro[2,3-b]pyridin-3-yl)imidazo[1,5-a]quinoxaline-8-carboxamide